C(C)N1C2=C(OCC1)C=CC(=C2)CN2CCC1(CC2)COC2=CC=3C(N(CC3C=C21)C2C(NC(CC2)=O)=O)=O 3-(1'-((4-ethyl-3,4-dihydro-2H-benzo[b][1,4]oxazin-6-yl)methyl)-7-oxo-5,7-dihydro-2H,6H-spiro[furo[2,3-f]isoindole-3,4'-piperidin]-6-yl)piperidine-2,6-dione